tert-butyl 4-[2-(3-chlorobenzoyl)hydrazinecarbonyl]piperidine-1-carboxylate ClC=1C=C(C(=O)NNC(=O)C2CCN(CC2)C(=O)OC(C)(C)C)C=CC1